CN1C(N(C=2NCN(C2C1=O)C(C)C1=CC=CC=C1)C)=O 1,3-dimethyl-7-(1-phenylethyl)-2,3,6,9-tetrahydro-1H-purine-2,6-dione